6-chloro-N-[5-(2,2-difluoroethyl)-4,6-dimethoxy-pyrimidin-2-yl]-7-(dimethylamino)-1H-indole-3-sulfonamide ClC1=CC=C2C(=CNC2=C1N(C)C)S(=O)(=O)NC1=NC(=C(C(=N1)OC)CC(F)F)OC